N-(2-ethoxy-4-(4-methyl-4H-1,2,4-triazol-3-yl)phenyl)-8-(3-ethyl-3-methoxyazetidin-1-yl)-6-methylpyrido[3,4-d]pyrimidin-2-amine C(C)OC1=C(C=CC(=C1)C1=NN=CN1C)NC=1N=CC2=C(N1)C(=NC(=C2)C)N2CC(C2)(OC)CC